FC1=C(C=CC=C1)NC(C(=O)N[C@H](C(=O)N[C@H](CO)C[C@H]1C(NCC1)=O)CC(C)C)=O N1-(2-fluorophenyl)-N2-((S)-1-(((S)-1-hydroxy-3-((S)-2-oxopyrrolidin-3-yl)propan-2-yl)amino)-4-methyl-1-oxopentan-2-yl)oxalamide